F[C@@H]1C[C@@]2(CCCN2C1)COC=1N=C(C2=C(N1)C(=C(OC2=O)C2=CC(=CC1=CC=C(C(=C21)C#C)F)O)C)N2C1(CC1)CCC(C2)O 2-{[(2R,7AS)-2-FLUORO-HEXAHYDROPYRROLIZIN-7A-YL]METHOXY}-7-(8-ETHYNYL-7-FLUORO-3-HYDROXYNAPHTHALEN-1-YL)-4-{6-HYDROXY-4-AZASPIRO[2.5]OCTAN-4-YL}-8-METHYLPYRANO[4,3-D]PYRIMIDIN-5-ONE